N1=C(C=CC=C1)C=CC1=NN(C2=CC=C(C=C12)CO)C1OCCCC1 (3-(2-(pyridin-2-yl)vinyl)-1-(tetrahydro-2H-pyran-2-yl)-1H-indazol-5-yl)methanol